CC([C@H](C)NC(=O)C=1N(N=C(C1)C1CCC(CC1)OC)C)(C)C N-[(2S)-3,3-dimethylbutan-2-yl]-5-(4-methoxycyclohexyl)-2-methylpyrazole-3-carboxamide